N-((2S)-2,5-diamino-4-hydroxypentyl)-5-fluoro-3-phenyl-1H-indole-2-carboxamide hydrogen chloride salt Cl.N[C@H](CNC(=O)C=1NC2=CC=C(C=C2C1C1=CC=CC=C1)F)CC(CN)O